Cl.ClC=1C=CC(=C2C=CNC12)C=1N(N=C2C1CNCC2)C2=C(C=CC=C2CC)CC 3-(7-chloro-1H-indol-4-yl)-2-(2,6-diethylphenyl)-4,5,6,7-tetrahydro-2H-pyrazolo[4,3-c]Pyridine hydrochloride